3-amino-N-(3,4-dimethoxybenzyl)-4-(2-hydroxypropan-2-yl)benzamide NC=1C=C(C(=O)NCC2=CC(=C(C=C2)OC)OC)C=CC1C(C)(C)O